2,2-dibromopropane BrC(C)(C)Br